2-(4-((6,7-dimethoxyquinolin-4-yl)oxy)-2,6-difluorophenyl)-2-oxoacetic acid COC=1C=C2C(=CC=NC2=CC1OC)OC1=CC(=C(C(=C1)F)C(C(=O)O)=O)F